FC(C1=NN(CO1)C1=CC=C(C=C1)F)F 5-(difluoromethyl)-3-(4-fluorophenyl)-1,3,4-oxadiazole